CC1=NC(=CC=C1NC(=O)C=1C=2C[C@@H]3[C@H](C2N(N1)C1=C(C=C(C=C1)F)F)C3)C (1aR,5aR)-2-(2,4-Difluoro-phenyl)-1a,2,5,5a-tetrahydro-1H-2,3-diaza-cyclopropa[a]pentalene-4-carboxylic acid (2,6-dimethyl-pyridin-3-yl)-amide